FC1=C(C(=NC(=N1)C=1N=CSC1)OC)C(F)(F)F 6-fluoro-4-methoxy-2-(4-thiazolyl)-5-(trifluoromethyl)pyrimidine